3-fluoro-4-[[5-(2-fluoro-4-methoxy-phenoxy)-4-methyl-3-pyridinyl]methyl]-N-(methylsulfamoyl)pyridin-2-amine FC=1C(=NC=CC1CC=1C=NC=C(C1C)OC1=C(C=C(C=C1)OC)F)NS(NC)(=O)=O